2-nitroimidazol bromide [Br-].[N+](=O)([O-])C=1NC=CN1